Methyl 2-(4-bromo-2-phenyl benzo[d][1,3]dioxol-2-yl)acetate BrC1=CC=CC=2OC(OC21)(C2=CC=CC=C2)CC(=O)OC